4-(4-((S)-3-aminopyrrolidin-1-yl)-6-chloro-8-fluoro-2-(((S)-1-methylpyrrolidin-2-yl)-methoxy)quinazolin-7-yl)benzo[d]thiazol-2-amine N[C@@H]1CN(CC1)C1=NC(=NC2=C(C(=C(C=C12)Cl)C1=CC=CC2=C1N=C(S2)N)F)OC[C@H]2N(CCC2)C